2-methyl-2-[5-methyl-2,4-dioxo-1-(2-phenylethyl)-6-(1H-pyrazol-1-yl)-1H,2H,3H,4H-thieno[2,3-d]pyrimidin-3-yl]propanoic acid CC(C(=O)O)(C)N1C(N(C2=C(C1=O)C(=C(S2)N2N=CC=C2)C)CCC2=CC=CC=C2)=O